(1-methyl-piperidin-4-yl)-acetic acid CN1CCC(CC1)CC(=O)O